(5-(6,7-Dichloro-3-(1H-pyrazol-4-yl)-1H-indol-2-yl)-1,3,4-oxadiazol-2-yl)methanol ClC1=CC=C2C(=C(NC2=C1Cl)C1=NN=C(O1)CO)C=1C=NNC1